COC=1C=C2C(=CN(C(C2=CC1OC)=O)C1=NC=CC2=CC=CC=C12)C(=O)N1CCCCC1 6',7'-dimethoxy-4'-(piperidine-1-carbonyl)-1'H-[1,2'-biisoquinolin]-1'-one